9-(1-((6-Chloro-2-(1-methyl-1H-pyrazol-4-yl)pyridin-3-yl)amino)ethyl)-4-methyl-3-(1-methylpiperidin-4-yl)-5-oxo-4,5-dihydro-3H-pyrazolo[3,4-c]isoquinoline-7-carbonitrile ClC1=CC=C(C(=N1)C=1C=NN(C1)C)NC(C)C=1C=2C3=C(N(C(C2C=C(C1)C#N)=O)C)N(N=C3)C3CCN(CC3)C